OCCN1C[C@@H](CCC1)NC1=NN2C(N=C(C=C2)C2=C(C=C(C=C2C)C(F)(F)F)O)=N1 (R)-2-(2-((1-(2-hydroxyethyl)piperidin-3-yl)amino)-[1,2,4]triazolo[1,5-a]pyrimidin-5-yl)-3-methyl-5-(trifluoromethyl)phenol